5-phospho-d-ribose P(=O)(O)(O)OC[C@H]([C@H]([C@H](C=O)O)O)O